[Br-].CC1=C(C(=CC(=C1)C)C)N1CN(C=C1)C1=C(C=C(C=C1C)C)C 1,3-bis(2,4,6-trimethylphenyl)imidazole bromide